3-(3,5-di-tert.-butyl-4-hydroxy-phenyl)propanoat C(C)(C)(C)C=1C=C(C=C(C1O)C(C)(C)C)CCC(=O)[O-]